Dimethyl-1-butanol CC(CCC)(O)C